CN1C2=C(OC[C@@H](C1=O)NC(C1=CC=CC=C1)(C1=CC=CC=C1)C1=CC=CC=C1)C=CC(=C2)N2CC1(C2)CCOCC1 (S)-5-methyl-7-(7-oxa-2-azaspiro[3.5]non-2-yl)-3-(tritylamino)-2,3-dihydrobenzo[b][1,4]oxazepin-4(5H)-one